COC(=O)C12CC(C1)(C2)NC(=O)C2=NN1C(N=CC=C1C1=CC(=C(C=C1)OC)OC)=C2.C(C)(=O)NC=2C=CC1=C(C=CO1)C2 5-acetamidobenzofuran methyl-3-(7-(3,4-dimethoxyphenyl)pyrazolo[1,5-a]pyrimidine-2-carboxamido)bicyclo[1.1.1]pentane-1-carboxylate